FC1=C(C=CC(=C1)\C=C/CN1CCCC1)C1OC2=CC=C(C=C2C(=C1C1=CC(=CC=C1)O)C)O 2-[2-Fluoro-4-((Z)-3-pyrrolidin-1-ylpropenyl)phenyl]-3-(3-hydroxyphenyl)-4-methyl-2H-chromen-6-ol